2-((((4-(2-(4-fluorophenyl)acetamido)benzyl)oxy)carbonyl)amino)butanoic acid FC1=CC=C(C=C1)CC(=O)NC1=CC=C(COC(=O)NC(C(=O)O)CC)C=C1